NC1=C(C=NC=N1)C1=CC=C(C=C1)C(C)(C)O 6-amino-5-(4-(2-hydroxypropan-2-yl)phenyl)pyrimidin